4-ethyl-2-methyl-2-thiazolin C(C)C1N=C(SC1)C